(2S,3aS,4R,9bR)-4-(4-Hydroxy-phenyl)-2-trifluoromethyl-1,2,3,3a,4,9b-hexahydro-cyclopenta[c]chromen-8-ol OC1=CC=C(C=C1)[C@@H]1OC=2C=CC(=CC2[C@H]2[C@@H]1C[C@H](C2)C(F)(F)F)O